C1(CC1)C(C)N1C(C2(C3=C1N=CN=C3)CC2)=O 7'-(1-cyclopropylethyl)spiro[cyclopropane-1,5'-pyrrolo[2,3-d]pyrimidin]-6'(7'H)-one